di-(tert-butyl)(4-methoxyphenyl)phosphine C(C)(C)(C)P(C1=CC=C(C=C1)OC)C(C)(C)C